6-[(4-chloro-1H-indol-6-yl)amino]-4-(4-phenoxypiperidin-1-yl)pyridine-2-carbonitrile ClC1=C2C=CNC2=CC(=C1)NC1=CC(=CC(=N1)C#N)N1CCC(CC1)OC1=CC=CC=C1